1-(4-(4-(2-fluoroethoxy)phenyl)pyrimidin-2-yl)-4-methoxy-N-(4-methyl-1-azabicyclo[3.2.2]non-4-yl)piperidine-4-carboxamide FCCOC1=CC=C(C=C1)C1=NC(=NC=C1)N1CCC(CC1)(C(=O)NC1(CCN2CCC1CC2)C)OC